3-(1-Bromoethyl)-4-(3-fluoro-5-(4,4,5,5-tetramethyl-1,3-dioxolan-2-yl)phenyl)-1H-isochromen-1-one BrC(C)C=1OC(C2=CC=CC=C2C1C1=CC(=CC(=C1)C1OC(C(O1)(C)C)(C)C)F)=O